tert-butyl (S)-4-benzyl-3-formylpiperazine-1-carboxylate C(C1=CC=CC=C1)N1[C@@H](CN(CC1)C(=O)OC(C)(C)C)C=O